((2,6-dimethyl-pyrimidin-4-yl)amino)-N-methoxy-4-((2-(N-methyl-methanesulfonamido)phenyl)amino)nicotinamide CC1=NC(=CC(=N1)NC1=C(C(=O)NOC)C(=CC=N1)NC1=C(C=CC=C1)N(S(=O)(=O)C)C)C